3-methyl-2-(6-(((1s,2s,5r)-8-methyl-8-azabicyclo[3.2.1]oct-2-yl)amino)pyridazin-3-yl)-5-(trifluoromethyl)phenol CC=1C(=C(C=C(C1)C(F)(F)F)O)C=1N=NC(=CC1)N[C@@H]1[C@@H]2CC[C@@H](CC1)N2C